tert-butyl 4-[4-[3-chloro-4-[2-(3,5-difluoro-2-pyridyl)-2-hydroxy-ethoxy]pyrazolo[1,5-a]pyridin-6-yl]-5-methyl-triazol-1-yl]piperidine-1-carboxylate ClC=1C=NN2C1C(=CC(=C2)C=2N=NN(C2C)C2CCN(CC2)C(=O)OC(C)(C)C)OCC(O)C2=NC=C(C=C2F)F